C(C)(=O)NC1=CC=C(C=C1)C(C(=O)C1=CC=C(C=C1)NC(C)=O)=O 1,2-bis(4-acetamidophenyl)ethane-1,2-dione